C(C=CCCCCCCCCCCCCCCCCC)(N)(N)N eicosenetriamine